tert-butyl (S)-9-hydroxy-1-methyl-3,4-dihydrobenzo[4,5]imidazo[1,2-a]pyrazine-2(1H)-carboxylate OC1=CC=CC2=C1N=C1N2CCN([C@H]1C)C(=O)OC(C)(C)C